C1NCC12CCC(CC2)NC2=CC=C1C(=NN(C1=C2)C)C2C(NC(CC2)=O)=O 3-(6-((2-azaspiro[3.5]non-7-yl)amino)-1-methyl-1H-indazol-3-yl)piperidine-2,6-dione